4,4'-[1,4-phenylenebis(methylene)]dianiline C1(=CC=C(C=C1)CC1=CC=C(N)C=C1)CC1=CC=C(N)C=C1